5-ethyl-4-(4-methoxyphenyl)-1,3-thiazol-2-amine C(C)C1=C(N=C(S1)N)C1=CC=C(C=C1)OC